FC(C1=NN=C(O1)C1=CC(=C(CN2C(N(C3=C2C=C(C(=C3)C=3OC(=CC3)C)F)C)=O)C=C1)F)F 1-(4-(5-(difluoromethyl)-1,3,4-oxadiazole-2-yl)-2-fluorobenzyl)-6-fluoro-3-methyl-5-(5-methylfuran-2-yl)-1,3-dihydro-2H-benzo[d]imidazole-2-one